NC=1C=C(C=CC1)S(=O)(=O)NC=1SC(=C(N1)C1=CC=C(C=C1)C(F)(F)F)C1=CC(=CC(=C1)F)OCCC(C)(C)C 3-Amino-N-(5-(3-(3,3-dimethylbutoxy)-5-fluorophenyl)-4-(4-(trifluoromethyl)phenyl)thiazol-2-yl)benzenesulfonamide